CCCCCCCCCCCCCCC(C)C(=O)SCCNC(=O)CCNC(=O)[C@@H](C(C)(C)COP(=O)(O)OP(=O)(O)OC[C@@H]1[C@H]([C@H]([C@@H](O1)N2C=NC3=C(N=CN=C32)N)O)OP(=O)(O)O)O The molecule is a long-chain fatty acyl-CoA that results from the formal condensation of the thiol group of coenzyme A with the carboxy group of 2-methylhexadecanoic acid. It is a long-chain fatty acyl-CoA, a methyl-branched fatty acyl-CoA and an 11,12-saturated fatty acyl-CoA. It derives from a 2-methylhexadecanoic acid. It is a conjugate acid of a 2-methylhexadecanoyl-CoA(4-).